C(C)(C)(C)N(C(O)=O)[C@H]1CO[C@@H](CC1=O)CO.C1(CCCC1)C(=O)N1CCN(CC1)CC1=C(C(=CC=C1)NC=1SC(=CN1)CC)C cyclopentyl-(4-(3-((5-ethylthiazol-2-yl)amino)-2-methylbenzyl)piperazin-1-yl)methanone tert-butyl-((3S,6S)-6-(hydroxymethyl)-4-oxotetrahydro-2H-pyran-3-yl)carbamate